CC([O-])C.CC([O-])C.CC([O-])C.C(C)CC(CC(=O)[O-])=O.[Ti+4] titanium mono(ethylacetoacetate) triisopropoxide